O(C1=CC=CC=C1)C1=CC=C(C=N1)C(C)NC(=O)C1=NNC=C1 N-(1-(6-phenoxypyridine-3-yl)ethyl)pyrazoleamide